CC1=C(OCC(=O)O)C=CC(=C1)C=CC(C1=CC=C(C=C1)C(F)(F)F)=O 2-[2-Methyl-4-[3-oxo-3-[4-(trifluoromethyl)phenyl]prop-1-enyl]phenoxy]acetic acid